heptadecylethylene glycol C(CCCCCCCCCCCCCCCC)C(CO)O